4-{[2-chloro-3-(morpholine-4-sulfonyl)phenyl]amino}-3-cyclopropyl-N-[imidazolidin-2-ylidene]benzamide ClC1=C(C=CC=C1S(=O)(=O)N1CCOCC1)NC1=C(C=C(C(=O)N=C2NCCN2)C=C1)C1CC1